ClC1=C(C=C(OCC(=O)NC23C[C@H](C(CC2)(CC3)NC(=O)C3COC2=C(O3)C=CC=C2)O)C=C1)F N-{(2R)-4-[2-(4-chloro-3-fluorophenoxy)acetamido]-2-hydroxybicyclo[2.2.2]octan-1-yl}-2,3-dihydro-1,4-benzodioxine-2-carboxamide